4-(3-(4-aminophenyl)imidazo[1,2-a]pyridin-7-yl)thiomorpholine 1,1-dioxide NC1=CC=C(C=C1)C1=CN=C2N1C=CC(=C2)N2CCS(CC2)(=O)=O